(Z)-1-(2-(4-(4-(((2-(4-(1,2-diphenylbut-1-en-1-yl)phenoxy)ethyl)(methyl)amino)methyl)phenyl)-1H-1,2,3-triazol-1-yl)ethyl)-3-hydroxy-2-methylpyridin-4(1H)-one C1(=CC=CC=C1)/C(=C(\CC)/C1=CC=CC=C1)/C1=CC=C(OCCN(C)CC2=CC=C(C=C2)C=2N=NN(C2)CCN2C(=C(C(C=C2)=O)O)C)C=C1